C(C1=CC=CC=C1)N1C2=CC=CC=C2C=2C(CCCC12)=O 9-benzyl-2,3-dihydro-1H-carbazol-4-one